C(#N)[C@H](C[C@H]1C(NCC1)=O)NC([C@H](CC(C)C)N1C(=CC2=C(C=CC=C12)OC(F)F)C(=O)N)=O ((S)-1-(((S)-1-cyano-2-((S)-2-oxopyrrolidin-3-yl)ethyl)amino)-4-methyl-1-oxopentan-2-yl)-4-(difluoromethoxy)-1H-indole-2-carboxamide